C(C1=CC=CC=C1)(C1=CC=CC=C1)N1CC(C1)(N)C1CCOCC1 1-benzhydryl-3-tetrahydropyran-4-yl-azetidin-3-amine